S(=O)(=O)(C1=CC=C(C)C=C1)OCC12CN(C(C1)C2)C(=O)OC(C)(C)C tert-butyl 4-((tosyloxy)methyl)-2-azabicyclo[2.1.1]hexane-2-carboxylate